OC=1C=C(C2=CC=CC=C2C1)C1=CC=C2C(=NC(=NC2=C1)OCC12CCCN2CCC1)N1C[C@H]2CC[C@@H](C1)N2C(=O)[C@H]2CNCC2 ((1R,5S)-3-(7-(3-hydroxynaphthalen-1-yl)-2-((tetrahydro-1H-pyrrolizin-7a(5H)-yl)methoxy)quinazolin-4-yl)-3,8-diazabicyclo[3.2.1]octan-8-yl)((R)-pyrrolidin-3-yl)methanone